bis-(3-aminopropyl)amine NCCCNCCCN